N-(3-Chloro-4-methylphenyl)-N1-(4-fluorophenyl)-6-pyrrolidin-1-yl-[1,3,5]triazine-2,4-diamine hydrochloride Cl.ClC=1C=C(C=CC1C)NC1N(C(=NC(=N1)N)N1CCCC1)C1=CC=C(C=C1)F